6-(Difluoromethyl)-3-(4-(3-(3-methyl-1H-pyrazol-4-yl)piperidin-1-yl)pyrimidin-2-yl)imidazo[1,2-a]pyrazine FC(C=1N=CC=2N(C1)C(=CN2)C2=NC=CC(=N2)N2CC(CCC2)C=2C(=NNC2)C)F